2-(4-Fluorophenyl)-3-(1H-pyrazolo[3,4-b]pyridin-4-yl)spiro[4,6-dihydropyrrolo[1,2-b]pyrazole-5,1'-cyclopropane] FC1=CC=C(C=C1)C=1C(=C2N(N1)CC1(CC1)C2)C2=C1C(=NC=C2)NN=C1